tert-butyl 3-((4-methyl-3-(((R)-1-(3-(5-(((S)-3-(2,2,2-trifluoroacetamido)pyrrolidin-1-yl)methyl)thiophen-2-yl)phenyl)ethyl)carbamoyl)phenyl)amino)azetidine-1-carboxylate CC1=C(C=C(C=C1)NC1CN(C1)C(=O)OC(C)(C)C)C(N[C@H](C)C1=CC(=CC=C1)C=1SC(=CC1)CN1C[C@H](CC1)NC(C(F)(F)F)=O)=O